N-(6,6-dimethylhept-2-en-4-ynyl)-N-methyl-1-naphthylmethylamine CC(C#CC=CCN(C)CC1=CC=CC2=CC=CC=C12)(C)C